iodofluorocarbon I[C]F